methyl 2-bromo-6-(naphthalen-2-yl)benzoate BrC1=C(C(=O)OC)C(=CC=C1)C1=CC2=CC=CC=C2C=C1